C(N)(=O)C1=[N+](C=CC(=C1)C1CN(CCC1(F)F)C(C(=O)NC1=NC=C(N=C1)OC1=C(C=C(C=C1)F)F)C)[O-] 2-carbamoyl-4-(1-(1-((5-(2,4-difluoro-phenoxy)-pyrazin-2-yl)amino)-1-oxopropan-2-yl)-4,4-difluoro-piperidin-3-yl)pyridine 1-oxide